perfluoro(4-methyl-3,6-dioxaoct-7-ene) FC(C(OC(C(OC(=C(F)F)F)(F)F)(C(F)(F)F)F)(F)F)(F)F